(+/-)-2-(2-methyl-4-(methylsulfonyl)phenyl)azepane CC1=C(C=CC(=C1)S(=O)(=O)C)[C@@H]1NCCCCC1 |r|